C1(CC1)C(=O)N1CC2=CC(=CC=C2C2(C1)CC2)NC=2N=CC=1C(N(C=3N(C1N2)C=CN3)C3=C(C=CC=C3Cl)Cl)=O 2-{[2'-(cyclopropylcarbonyl)-2',3'-dihydro-1'H-spiro[cyclopropane-1,4'-isoquinolin]-7'-yl]amino}-6-(2,6-dichlorophenyl)imidazo[1,2-a]pyrimido[5,4-e]pyrimidin-5(6H)-one